CC=1C(=NC(=NC1)NC1=CC=NN1C)C=1N=C(OC1)C(=O)NCC1=CC=C(C=C1)C 4-(5-methyl-2-((1-methyl-1H-pyrazol-5-yl)amino)pyrimidin-4-yl)-N-(4-methylbenzyl)oxazole-2-carboxamide